O1C(CCCC1)OCC=1C=C(C=CC1)C1(COC1)CC(=O)O 2-(3-(3-(((tetrahydro-2H-pyran-2-yl)oxy)methyl)phenyl)oxetan-3-yl)acetic acid